FC=1C=C(C=C2CN(C(C12)=O)C1C(NC(CC1)=O)=O)N1CCNCC1 3-(7-fluoro-1-oxo-5-(piperazin-1-yl)isoindolin-2-yl)piperidine-2,6-dione